P(O)(=O)(OP(=O)(O)O)OC[C@@H]1[C@H]([C@H]([C@@](O1)(N1C=NC=2C(=O)NC(N)=NC12)S)O)O mercapto guanosine-5'-diphosphate